BrC(C(=O)[O-])CCCCCCCCCCCCCCCCCCCC bromobehenate